tetramethyl-1,2-diaminoethane CC(C(N)(C)C)(N)C